C[Si]1(CC(CC1)NC(=O)C1=CC=2C(=CN=C(C2)C(F)(F)F)N1)C N-(1,1-dimethylsilolan-3-yl)-5-(trifluoromethyl)-1H-pyrrolo[2,3-c]pyridine-2-carboxamide